Cl.CC=1C(=NC=CC1)Cl methylchloropyridine hydrochloride